C(C)(C)(C)OC(=O)NCC(C)OS(=O)(=O)C1=CC=C(C=C1)C.FC1CN(CC1)CC=O 2-(3-fluoropyrrolidin-1-yl)ethan-1-one 1-((tert-Butoxycarbonyl)amino)propan-2-yl-4-methylbenzenesulfonate